octylaminopropylmethyldiethoxysilane C(CCCCCCC)NCCC[Si](OCC)(OCC)C